(2-(4-(pyridin-4-yl)piperazin-1-yl)-1,6-naphthyridin-7-yl)methanamine N1=CC=C(C=C1)N1CCN(CC1)C1=NC2=CC(=NC=C2C=C1)CN